N1CCCCC1 (3S)-piperidin